N-[1-carboxy-3-(1,3-dioxo-1,3-dihydro-2H-benzo[f]isoindol-2-yl)propyl]leucyl-N-methylphenylalaninamide C(=O)(O)C(CCN1C(C=2C=C3C(=CC2C1=O)C=CC=C3)=O)N[C@@H](CC(C)C)C(=O)N[C@@H](CC3=CC=CC=C3)C(=O)NC